8-bromo-2-methyl-6-N-morpholinyl-3H-pyrido[4,3-d]Pyrimidine-4,7-dione BrC=1C(N(C=C2C1N=C(NC2=O)C)N2CCOCC2)=O